8-Bromo-2-(methylthio)pyrazolo[1,5-a]-1,3,5-triazin-4(3H)-one BrC=1C=NN2C1N=C(NC2=O)SC